ammonium styrene-maleic anhydride C(=CC1=CC=CC=C1)/C/1=C/C(=O)OC1=O.[NH4+]